tert-Butyl 4-(8-{2-[ethyl(isopropyl)carbamoyl]-4-fluorophenyl}-3-methylimidazo[1,5-a]pyridin-6-yl)-1,4-diazepane-1-carboxylate C(C)N(C(=O)C1=C(C=CC(=C1)F)C=1C=2N(C=C(C1)N1CCN(CCC1)C(=O)OC(C)(C)C)C(=NC2)C)C(C)C